[Cl-].[Cl-].C(C)(C)(C)N[Hf+2] tert-butylamino-hafnium dichloride